C(C)(=O)[O-].C(C)(=O)[O-].[Na+].C(CN)N.[Na+] ethylenediamine sodium diacetate